C1=CC=C(C=C1)P(C2=CC=CC=C2)C3=CC=CC=C3OC4=CC=CC=C4P(=O)(C5=CC=CC=C5)C6=CC=CC=C6 bis[2-(diphenylphosphino)phenyl]Ether oxide